1-(7-Methylthieno[3,2-d]pyrimidin-4-yl)-N-((2-(pyridin-4-yl)cyclopropyl)methyl)piperidin-4-amine CC1=CSC2=C1N=CN=C2N2CCC(CC2)NCC2C(C2)C2=CC=NC=C2